CN1N=CC(=C1)C=1C=C2N(N=CC=C2N2C(C(CC2)C#N)=O)C1 1-(6-(1-methyl-1H-pyrazol-4-yl)pyrrolo[1,2-b]pyridazin-4-yl)-2-oxopyrrolidine-3-carbonitrile